(3aS,4R,6aR)-1-((S)-2-amino-3-phenylpropanoyl)-4-(4-boronobutyl)octahydropyrrolo[3,4-b]pyrrole-4-carboxylic acid dihydrochloride Cl.Cl.N[C@H](C(=O)N1[C@@H]2[C@H](CC1)[C@@](NC2)(C(=O)O)CCCCB(O)O)CC2=CC=CC=C2